[35S](=O)(=O)([O-])[O-] [35S]-sulfate